((4-amino-6-chloropyrimidin-5-yloxy) methyl)-5-azaspiro[2.4]heptane-5-carboxylate NC1=NC=NC(=C1OCOC(=O)N1CC2(CC2)CC1)Cl